Cl.NC=1C=C(C(=NC1)C)C=1N2C(SC1C=1C=NN(C1)CCOC)=C(C=N2)C(=O)N (5-amino-2-methylpyridin-3-yl)-2-(1-(2-methoxyethyl)-1H-pyrazol-4-yl)pyrazolo[5,1-b]thiazole-7-carboxamide hydrochloride